ClCC1=CC=2NC(N(C(C2S1)=O)CC)=O 6-(chloromethyl)-3-ethylthieno[3,2-d]pyrimidine-2,4(1H,3H)-dione